CC=1C(=NC(=CC1)C(F)(F)F)NC(=O)[C@H]1N([C@@H]2C[C@@]2(C1)COCC=C)C(=O)OC(C)(C)C tert-butyl (1R,3S,5S)-3-{[3-methyl-6-(trifluoromethyl)pyridin-2-yl]carbamoyl}-5-[(prop-2-en-1-yloxy)methyl]-2-azabicyclo[3.1.0]hexane-2-carboxylate